CN1N=C(C=C(C1=O)N1CCOCC1)C1=NN(C2=CC=C(C=C12)S(=O)(=O)C)C1OCCCC1 2-Methyl-6-(5-(methylsulfonyl)-1-(tetrahydro-2H-pyran-2-yl)-1H-indazol-3-yl)-4-morpholinopyridazin-3(2H)-one